[C@H](C)(CC)N1CC(N(C2(CN(C2)C=2N=NC=CC2)C1=O)CC1=CC(=C(C=C1)F)C)=O (S)-8-(sec-butyl)-5-(4-fluoro-3-methylbenzyl)-2-(pyridazin-3-yl)-2,5,8-triazaspiro[3.5]nonane-6,9-dione